2-hydroxy-phenylhydrazine OC1=C(C=CC=C1)NN